3,4-difluoro-5-(5-fluoropyridin-3-yl)-N-(6-methylpyridin-2-yl)benzamide FC=1C=C(C(=O)NC2=NC(=CC=C2)C)C=C(C1F)C=1C=NC=C(C1)F